tert-butyl (R)-(1-(1H-pyrrolo[2,3-b]pyridin-6-yl)ethyl)carbamate N1C=CC=2C1=NC(=CC2)[C@@H](C)NC(OC(C)(C)C)=O